OC=1C=C2CCN(CC2=CC1)C(=O)OC(C)(C)C tert-butyl 6-hydroxy-1,2,3,4-tetrahydro-2-isoquinolinecarboxylate